pyrazinobenzofuran N1=CC=NC=2C1=C1C(C=CO1)=CC2